(R)-3-((S)-1-(tert-butyloxy)-3-(6-formylbenzo[b]thiophen-2-yl)-1-oxopropane-2-yl)pyrrolidine-1-carboxylic acid tert-butyl ester C(C)(C)(C)OC(=O)N1C[C@H](CC1)[C@@H](C(=O)OC(C)(C)C)CC1=CC2=C(S1)C=C(C=C2)C=O